5-(tertiary butyl)oxazole C(C)(C)(C)C1=CN=CO1